CC=1N=C(C2=C(N1)OC=C2C(=O)N2CCC(CC2)C2=NC=CC(=N2)C)NC2(CC2)C methyl-N-(1-methylcyclopropyl)-5-[4-(4-methylpyrimidin-2-yl)piperidine-1-carbonyl]furo[2,3-d]pyrimidin-4-amine